[O-]S(=O)(=O)C(F)(F)F.C(C)(C)(C)OC(=O)NCCCN1[N+](=CC=C1)C 1-(3-((tert-butoxycarbonyl)-amino)propyl)-2-methyl-1H-pyrazol-2-ium triflate